C(C)(C)(C)OC(=O)N1CC2=C(CCC1)N=CN=C2NCC2=C(C=C(C=C2)OC)OC.ClC2=NC=C(C(=N2)Cl)C2=CN=CO2 5-(2,4-dichloropyrimidin-5-yl)oxazole tert-Butyl-4-((2,4-dimethoxybenzyl)amino)-5,7,8,9-tetrahydro-6H-pyrimido[5,4-c]azepine-6-carboxylate